(R)-5-methoxy-5-((1R,2R)-2-((p-toluenesulfonyloxy)methyl)cyclopropyl)pentanoic acid CO[C@H](CCCC(=O)O)[C@H]1[C@@H](C1)COS(=O)(=O)C1=CC=C(C)C=C1